FCSSC1=CC=CC=C1 phenyl (fluoromethyl) disulfide